(-)-7-(2,6-Difluorobenzyl)-3-(3-methyl-2-thienyl)-1-oxa-2,7-diazaspiro[4.4]non-2-en-6-one FC1=C(CN2C(C3(CC(=NO3)C=3SC=CC3C)CC2)=O)C(=CC=C1)F